5-(4-chloro-3-fluorobenzyl)pyridin-2-amine ClC1=C(C=C(CC=2C=CC(=NC2)N)C=C1)F